C1(=C(C=CC=C1)NC1=C(C=CC=C1)C1=CC=CC=C1)C1=CC=CC=C1 N,N-bisbiphenylylamine